C(=O)O.C(=O)O.CN(CC(=O)OC1=C2C(=CNC2=CC=C1)CCN(C)C)C 3-(2-(Dimethylamino)ethyl)-1H-indol-4-yl dimethylglycinate diformate